N[C@H](CO)[C@@H]1CN(CC1)C(=O)OC(C)(C)C tert-Butyl (S)-3-((S)-1-amino-2-hydroxyethyl)pyrrolidine-1-carboxylate